7-(3-iodophenyl)-5,6,7,8-tetrahydro-2,7-naphthyridin-1-amine IC=1C=C(C=CC1)N1CCC=2C=CN=C(C2C1)N